C1(CC1)CCN(C1=C2CN(C(C2=CC=C1)=O)N1C(CCCC1=O)=O)CC1CCNCC1 (4-((2-cyclopropylethyl)(piperidin-4-ylmethyl)amino)-1-oxoisoindolin-2-yl)piperidine-2,6-dione